4-(4-((1R,5S)-3,8-diazabicyclo[3.2.1]octan-3-yl)-2-(((2R,7aS)-2-fluorotetrahydro-1H-pyrrolizin-7a(5H)-yl)methoxy)-3-(trifluoromethyl)quinolin-7-yl)-5-ethynyl-6-fluoronaphthalen-2-ol [C@H]12CN(C[C@H](CC1)N2)C2=C(C(=NC1=CC(=CC=C21)C2=CC(=CC1=CC=C(C(=C21)C#C)F)O)OC[C@]21CCCN1C[C@@H](C2)F)C(F)(F)F